C(C=C)N1N(C2=NC(=NC=C2C1=O)NC1=CC=C(C=C1)N1CCN(CC1)CCCN)C1=NC(=CC=C1)C(C)(C)O 2-allyl-6-((4-(4-(3-aminopropyl)piperazin-1-yl)phenyl)amino)-1-(6-(2-hydroxypropan-2-yl)pyridin-2-yl)-1,2-dihydro-3H-pyrazolo[3,4-d]pyrimidin-3-one